2-((14-cyclopentyltetradecyl)oxy)ethyl hydrogen ((((R)-1-(6-amino-9H-purin-9-yl)propan-2-yl)oxy)methyl)phosphonate NC1=C2N=CN(C2=NC=N1)C[C@@H](C)OCP(OCCOCCCCCCCCCCCCCCC1CCCC1)(O)=O